NC=1C2=C(N=CN1)N(C=C2C2=CC=C(C#N)C=C2)[C@@H]2O[C@@H]([C@H]([C@H]2O)O)CSCC=2C(=NOC2C2=CC=CC=C2)C 4-(4-Amino-7-((2R,3R,4S,5S)-3,4-dihydroxy-5-((((3-methyl-5-phenylisoxazol-4-yl)methyl)thio)methyl)tetrahydrofuran-2-yl)-7H-pyrrolo[2,3-d]pyrimidin-5-yl)benzonitrile